(1aR,5aR)-2-Pyrazin-2-yl-1a,2,5,5a-tetrahydro-1H-2,3-diaza-cyclopropa[a]pentalene-4-carboxylic acid (1-cyano-cyclopentyl)-amide C(#N)C1(CCCC1)NC(=O)C=1C=2C[C@@H]3[C@H](C2N(N1)C1=NC=CN=C1)C3